gold acrylate salt C(C=C)(=O)[O-].[Au+3].C(C=C)(=O)[O-].C(C=C)(=O)[O-]